C1(C=CC=C1)C1=C(C(OC2=CC=CC=C12)=O)C1C=CC=C1 dicyclopentadienyl-coumarin